C(C1=CC=CC=C1)N(C(=O)OC(C)(C)C)CCCO 3-[N-benzyl-N-(tert-butoxycarbonyl)amino]propan-1-ol